CC1=C(C=C(C#N)C#N)C=CC(=C1)C 2-(2,4-Di-methyl-Benzylidene)-Malononitrile